CC1=C(C(=C(C(=C1CC)OCCC)C)C)O 2,5,6-Trimethyl-3-ethyl-4-propoxy-phenol